CN(C)CC1CCC(CC1)[N+]1=NOC(=C1)[N-]C(NC1=CC(=CC(=C1)C(F)(F)F)NC(CC1=CC=CC=C1)=O)=O (3-((1R,4R)-4-((Dimethylamino)methyl)-cyclohexyl)-1,2,3-oxadiazol-3-ium-5-yl)((3-(2-phenylacetamido)-5-(trifluoromethyl)phenyl)-carbamoyl)amide